(5R)-7-[(2S)-1-(benzyloxy)-3-methyl-1-oxobutan-2-yl]-6-oxo-2,7-diazaspiro[4.4]nonane-2-carboxylic acid tert-butyl ester C(C)(C)(C)OC(=O)N1C[C@@]2(CC1)C(N(CC2)[C@H](C(=O)OCC2=CC=CC=C2)C(C)C)=O